3-chloro-2-(2-chloroethoxy)-5-(2-(4-hydroxyphenyl)propan-2-yl)benzonitrile ClC=1C(=C(C#N)C=C(C1)C(C)(C)C1=CC=C(C=C1)O)OCCCl